ClC=1C=CC=2C3=C(C(N(C2C1)C1=CC=C(C=C1)F)=O)N=C(N3C)CC3=CC=C(C=C3)OC 7-Chloro-5-(4-fluorophenyl)-2-(4-methoxybenzyl)-1-methyl-1,5-dihydro-4H-Imidazo[4,5-c]Quinoline-4-one